2-((3-(2-(dimethylamino)ethyl)-1H-indol-4-yl)oxy)-6-(hydroxymethyl)tetrahydro-2H-pyran-3,4,5-triol CN(CCC1=CNC2=CC=CC(=C12)OC1OC(C(C(C1O)O)O)CO)C